4-(2-(2-(1-methyl-1H-pyrazol-4-yl)ethoxy)-6-(5-methyl-3-phenyl-1H-pyrazol-1-yl)pyrimidin-4-yl)morpholine CN1N=CC(=C1)CCOC1=NC(=CC(=N1)N1CCOCC1)N1N=C(C=C1C)C1=CC=CC=C1